ClC1=C(C(=C(C=C1OC)OC)Cl)C=1C(N(C2=CC(=NC=C2C1)C=1C=NN(C1)C)CC)=O 3-(2,6-dichloro-3,5-dimethoxyphenyl)-1-ethyl-7-(1-methyl-1H-pyrazol-4-yl)-1,6-naphthyridin-2(1H)-one